CC=1C=CC(=NC1C)B(O)O 5,6-DIMETHYLPYRIDINE-2-BORONIC ACID